(1R,2S)-2-(phenyl)cyclohexan-1-ol C1(=CC=CC=C1)[C@H]1[C@@H](CCCC1)O